FC1=CC=C2C=C(C=NC2=C1F)C=1SC(CC(N1)CC=1SC=CN1)(C)C 2-(7,8-difluoro-3-quinolyl)-6,6-dimethyl-4-(thiazol-2-ylmethyl)-4,5-dihydro-1,3-thiazine